1-oleyl-2-palmitoyl-sn-glycero-3-phosphocholine C(CCCCCCC\C=C/CCCCCCCC)OC[C@@H](OC(CCCCCCCCCCCCCCC)=O)COP(=O)([O-])OCC[N+](C)(C)C